sodium tetrahydroxyborate O[B-](O)(O)O.[Na+]